FC=1C=C(C=C(C1)F)C1CC=NN1C(=O)C12CC(C1)(C2)COC2=NC=C(N=C2)C=2C=NN(C2)C (5-(3,5-difluorophenyl)-4,5-dihydro-1H-pyrazol-1-yl)(3-(((5-(1-methyl-1H-pyrazol-4-yl)pyrazin-2-yl)oxy)methyl)-bicyclo[1.1.1]pentan-1-yl)methanone